N-(2-Methyl-5-(9-(3-(methylsulfonamido)phenyl)-2-oxobenzo[h][1,6]naphthyridin-1(2H)-yl)phenyl)acrylamide CC1=C(C=C(C=C1)N1C(C=CC2=CN=C3C(=C12)C=C(C=C3)C3=CC(=CC=C3)NS(=O)(=O)C)=O)NC(C=C)=O